BrC1=CC=C(OC[C@@H](COC)O)C=C1 (R)-1-(4-bromophenoxy)-3-methoxypropan-2-ol